27-hydroxy-4-cholesten OCC(C)CCC[C@@H](C)[C@H]1CC[C@H]2[C@@H]3CCC4=CCCC[C@]4(C)[C@H]3CC[C@]12C